(R)-N-(1-(3,5-bis(1-methyl-1H-pyrazol-4-yl)phenyl)ethyl)-5-(2-(dimethylamino)ethoxy)-2-methylbenzamide CN1N=CC(=C1)C=1C=C(C=C(C1)C=1C=NN(C1)C)[C@@H](C)NC(C1=C(C=CC(=C1)OCCN(C)C)C)=O